[Br-].C[N+](CC(CC(CCCCCCC\C=C/CCCCCCCC)=O)C(CCCCCCC\C=C/CCCCCCCC)=O)(CCO)C dimethyl-2-hydroxyethyl-2,3-dioleoylpropylammonium bromide